NC=1C(=C(C(=C(C1)C)C)C1C(CC=2C(=NC(=NC2C1)OCC1N(CCC1)C)N1C(CN(CC1)C(C=C)=O)C)C)F 1-(4-(7-(3-amino-2-fluoro-5,6-dimethylphenyl)-6-methyl-2-((1-methylpyrrolidin-2-yl)methoxy)-5,6,7,8-tetrahydroquinazolin-4-yl)-3-methylpiperazin-1-yl)prop-2-en-1-one